(R)-5'-((dimethylamino)methyl)-2'-(1-(4-ethoxy-5-fluoropyridin-2-yl)ethyl)-7'-((2-(Methylamino)-1H-imidazol-1-yl)methyl)-2',3'-dihydro-1'H-spiro[cyclopropane-1,4'-isoquinoline] CN(C)CC1=C2C3(CN(CC2=CC(=C1)CN1C(=NC=C1)NC)[C@H](C)C1=NC=C(C(=C1)OCC)F)CC3